OC(C1=CN=C(S1)NC(OC(C)(C)C)=O)C1=CC(=CC=C1)OC Tert-Butyl 5-(hydroxy(3-methoxyphenyl)methyl)thiazol-2-ylcarbamate